(E,E)-α-farnesene CC(C)=CCC\C(\C)=C\C\C=C(/C)\C=C